C(C=C)(=O)OCCCOC1=CC=C(C(=O)O)C=C1 4-(3-(acryloyloxy)propoxy)benzoic acid